C(C)(C)(C)OC(C=C1[C@@H]2C=C(C[C@@H]2C1)CC)=O (1R,5S)-3-ethylbicyclo[3.2.0]hept-3-en-6-ylideneacetic acid tert-butyl ester